6-(2-(tert-butylamino)-2-oxoacetyl)-N-(4-fluoro-3-methylphenyl)-1,2,3,4-tetrahydropyrrolo[1,2-a]pyrazine-8-carboxamide C(C)(C)(C)NC(C(=O)C1=CC(=C2N1CCNC2)C(=O)NC2=CC(=C(C=C2)F)C)=O